5H-pyrrolo[1,2-c]Oxazole-5-one C1=C2N(CO1)C(C=C2)=O